6-(2-chlorophenyl)-N-(4-(2-(dimethylamino)ethoxy)phenyl)-8,9-dihydroimidazo[1',2':1,6]pyrido[2,3-d]pyrimidin-2-amine ClC1=C(C=CC=C1)C1=CC2=C(N=C(N=C2)NC2=CC=C(C=C2)OCCN(C)C)N2C1=NCC2